O(C1=CC=CC=C1)C1=CC=2C(=NOC2C(=O)OC(C)(C)C)C=C1 tert-Butyl 5-phenoxybenzo[c]isoxazole-3-carboxylate